2-(4-(4-((R)-2-(3-Chloro-4-cyanophenyl)-3-meth-yl-2,8-diazaspiro[4.5]decan-8-yl)benzoyl)-piperazin-1-yl)-N-(3-(((S)-2,6-dioxopiperidin-3-yl)amino)phenyl)-acetamide ClC=1C=C(C=CC1C#N)N1CC2(C[C@H]1C)CCN(CC2)C2=CC=C(C(=O)N1CCN(CC1)CC(=O)NC1=CC(=CC=C1)N[C@@H]1C(NC(CC1)=O)=O)C=C2